(E)-nicotinaldehyde oxime C(\C1=CN=CC=C1)=N/O